2-Chloro-N-((1-((3-fluorophenyl)sulfonyl)piperidin-4-yl)methyl)acetamide ClCC(=O)NCC1CCN(CC1)S(=O)(=O)C1=CC(=CC=C1)F